C1(=CC=CC=C1)C=1[SiH](C1)[Si](C)(C)C phenyltrimethylsilylsilirene